FC(CN1C(OC2=C1C=C(C(=C2)C2=C(C=CC(=C2)C=2C1=C(N=NC2)N(C=N1)CC)F)OC)=O)F 3-(2,2-Difluoroethyl)-6-(5-(7-ethyl-7H-imidazo[4,5-c]pyridazin-4-yl)-2-fluorophenyl)-5-methoxybenzo[d]oxazol-2(3H)-one